Cl.C(C(C)C)N iso-butylamine HCl